ClC=1C=CC(=C(C1)C1=CC(=C(N=N1)SCC1(C(OCC1)=O)C)NC1=CC(=NC=C1)NC(CCN1CCN(CC1)C)=O)F N-(4-{[6-(5-chloro-2-fluorophenyl)-3-{[(3-methyl-2-oxooxolan-3-yl)methyl]sulfanyl}pyridazin-4-yl]amino}pyridin-2-yl)-3-(4-methylpiperazin-1-yl)propanamide